C(C)OS(=O)(=O)C1C(C=CC=C1)([N+](=O)[O-])C=1SC=CC1 2-(thiophene-2-yl)2-nitrobenzenesulfonic acid ethyl ester